5-Chloro-2-fluoro-4-(pyridin-2-yl)aniline ClC=1C(=CC(=C(N)C1)F)C1=NC=CC=C1